[N+]=1(C(=CC=CC1)O)[O-] pyridinol-1-oxide